[Na].C(C)(CCC)C=CC1=CC=CC=C1 sec-pentyl-styrene Sodium